NC1=NC=NN2C1=CC=C2[C@H]2[C@@H]([C@@H]([C@](O2)(CO)N=[N+]=[N-])O)O (2R,3S,4R,5S)-5-(4-aminopyrrolo[2,1-f][1,2,4]triazin-7-yl)-2-azido-2-(hydroxymethyl)tetrahydrofuran-3,4-diol